6-((4-(1H-imidazol-2-yl)-4-phenethylpiperidin-1-yl)methyl)-1H-benzo[d][1,3]oxazin-2(4H)-one N1C(=NC=C1)C1(CCN(CC1)CC1=CC2=C(NC(OC2)=O)C=C1)CCC1=CC=CC=C1